5-((3-fluoro-5-((1-(trifluoromethyl)cyclopropyl)ethynyl)phenyl)(methyl)amino)-[1,2,4]triazolo[4,3-a]quinazoline-8-carbonitrile FC=1C=C(C=C(C1)C#CC1(CC1)C(F)(F)F)N(C1=NC=2N(C3=CC(=CC=C13)C#N)C=NN2)C